(1R,2R,5S)-3-cyano-N-[2-[(4,4-difluorocyclohexyl)amino]-2-oxo-1-[4-(trifluoromethyl)-3-pyridyl]ethyl]-N-[4-(pentafluoro-λ6-sulfanyl)phenyl]-3-azabicyclo[3.1.0]hexane-2-carboxamide C(#N)N1[C@H]([C@@H]2C[C@@H]2C1)C(=O)N(C1=CC=C(C=C1)S(F)(F)(F)(F)F)C(C(=O)NC1CCC(CC1)(F)F)C=1C=NC=CC1C(F)(F)F